C(C)(=O)C=1C(OC2=C(C1N1CCSCC1)C=CC(=C2)NC2=NC=C(C(=N2)C2=C(C=C(C=C2)F)OC)F)=O 3-acetyl-7-{[5-fluoro-4-(4-fluoro-2-methoxyphenyl)pyrimidin-2-yl]amino}-4-thiomorpholinyl-2H-benzopyran-2-one